(E)-4-(4-(diphenylamino)styryl)phenol C1(=CC=CC=C1)N(C1=CC=C(/C=C/C2=CC=C(C=C2)O)C=C1)C1=CC=CC=C1